C(C)(C)C=1OC=C(N1)C1=CC(=NC=C1)N(C(=O)[C@@H]1CC[C@H](CC1)CC(=O)O)C[C@@H]1CC[C@H](CC1)C1=CC(=C(C=C1)OC)C 2-(trans-4-((4-(2-Isopropyloxazol-4-yl)pyridin-2-yl)((trans-4-(4-methoxy-3-methylphenyl)cyclohexyl)methyl)carbamoyl)-cyclohexyl)acetic acid